5-(4-methoxyphenyl)-6-methyl-4-oxo-1-propan-2-ylpyridine-3-carboxamide hydrochloride Cl.COC1=CC=C(C=C1)C=1C(C(=CN(C1C)C(C)C)C(=O)N)=O